Methyl (S,E)-3-(4-(benzyloxy)phenyl)-2-(2-(1-(3-(4-cyanophenyl)acryloyl)piperidin-4-yl)acetamido)propanoate C(C1=CC=CC=C1)OC1=CC=C(C=C1)C[C@@H](C(=O)OC)NC(CC1CCN(CC1)C(\C=C\C1=CC=C(C=C1)C#N)=O)=O